2,5-dichloro-3-(5-(3-(((di-tert-butoxyphosphoryl)oxy)methoxy)-4-hydroxy-5-nitrophenyl)-1,2,4-oxadiazol-3-yl)-4,6-dimethylpyridine 1-oxide ClC1=[N+](C(=C(C(=C1C1=NOC(=N1)C1=CC(=C(C(=C1)[N+](=O)[O-])O)OCOP(=O)(OC(C)(C)C)OC(C)(C)C)C)Cl)C)[O-]